C(C(C)C)(=O)O[C@@H]1[C@H](O[C@H]([C@]1(C)F)N1C2=NC(=NC(=C2N=C1)NC)N)COP(=O)(OCOC(C(C)(C)C)=O)OCOC(C(C)(C)C)=O (2R,3R,4R,5R)-5-(2-amino-6-(methylamino)-9H-purin-9-yl)-4-fluoro-2-(((bis-((pivaloyloxy)methoxy)phosphoryl) oxy)methyl)-4-methyltetrahydrofuran-3-yl isobutanoate